C1(=CC=CC=C1)C1=NC(=NC=C1)C(=O)[O-] 4-phenylpyrimidinat